7-(4-(4-(benzo[b]thiophen-4-yl)piperazin-1-yl)butoxy)-1-(cyclohexanecarbonyl)quinolin-2(1H)-one S1C2=C(C=C1)C(=CC=C2)N2CCN(CC2)CCCCOC2=CC=C1C=CC(N(C1=C2)C(=O)C2CCCCC2)=O